4-amino-3-methyl-3H-pyrazolo[3,4-c]quinolin-7-ol NC1=NC=2C=C(C=CC2C2=C1N(N=C2)C)O